NC1(CC2CCC(C1)N2C2=NC(=C1C(=N2)NN=C1C1=C(C2=C(N(N=C2C=C1)C)Cl)Cl)C(=O)N)C 6-(3-amino-3-methyl-8-azabicyclo[3.2.1]oct-8-yl)-3-(3,4-dichloro-2-methyl-2H-indazole-5-yl)-1H-pyrazolo[3,4-d]pyrimidine-4-carboxamide